(S)-1-(4-(5-(5-(2,3-Dimethylphenyl)-6-methoxy-1H-pyrazolo[4,3-b]pyridin-3-yl)pyridin-2-yl)piperidin-1-yl)-2-hydroxypropan-1-one CC1=C(C=CC=C1C)C1=C(C=C2C(=N1)C(=NN2)C=2C=CC(=NC2)C2CCN(CC2)C([C@H](C)O)=O)OC